CNC(=O)C1C=CC(CN1)(C1=CC=NC=C1)C N,3-dimethyl-1,2,3,6-tetrahydro-[3,4-bipyridine]-6-carboxamide